C=1(CC(C=CC1)(C)C)O 3,3-xylenol